C(#N)C1=C(C=C(C=N1)NC(C(C(=O)OCC1OC(OC1)(C)C)(C)O)=O)C(F)(F)F (2,2-dimethyl-1,3-dioxolan-4-yl)methyl 3-[[6-cyano-5-(trifluoromethyl)-pyridin-3-yl]amino]-2-hydroxy-2-methyl-3-oxo-propanoate